ethyl (3-((4-amino-6-(2-hydroxyethoxy)-1H-pyrazolo[3,4-d]pyrimidin-1-yl)methyl)-5-methoxybenzyl)(methyl)phosphinate NC1=C2C(=NC(=N1)OCCO)N(N=C2)CC=2C=C(CP(OCC)(=O)C)C=C(C2)OC